3-(3-methyl-2-oxo-5-(4-(piperidin-4-yl)phenyl)-2,3-dihydro-1H-benzo[d]imidazol-1-yl)piperidine-2,6-dione CN1C(N(C2=C1C=C(C=C2)C2=CC=C(C=C2)C2CCNCC2)C2C(NC(CC2)=O)=O)=O